COC(C1=CC(=C(C=C1)CN1CCN(CC1)C1=CC=NC=C1)Cl)=O 3-chloro-4-((4-(pyridin-4-yl)piperazin-1-yl)methyl)benzoic acid methyl ester